3-(perylen-3-yl)propionic acid C1=CC(=C2C=CC=C3C4=CC=CC5=CC=CC(C1=C23)=C45)CCC(=O)O